tert-Butyl (4-((5-(2-(4-cyanophenyl)pyridin-4-yl)-3-methyl-4,5,6,7-tetrahydro-1H-pyrazolo[4,3-c]pyridin-1-yl)methyl)bicyclo[2.2.2]octan-1-yl)carbamate C(#N)C1=CC=C(C=C1)C1=NC=CC(=C1)N1CC2=C(CC1)N(N=C2C)CC21CCC(CC2)(CC1)NC(OC(C)(C)C)=O